C(C=C)(=O)N1C[C@@H](N(C[C@H]1C)C1=NC(N2C3=C(C(=C(C=C13)Cl)C1=C(C=C(C=C1)F)F)OCCC2)=O)C 8-((2S,5R)-4-acryloyl-2,5-dimethylpiperazin-1-yl)-10-chloro-11-(2,4-difluorophenyl)-3,4-dihydro-[1,4]oxazepino[2,3,4-ij]quinazolin-6(2H)-one